C[C@@H]1CCN(CCN1C(C=C)=O)C=1C=CC=2N=CN=C(C2N1)NC1=CC(=C(C=C1)OC1=CC2=C(N(N=N2)C)C=C1)C (R)-1-(7-methyl-4-(4-((3-methyl-4-((1-methyl-1H-benzo[d][1,2,3]triazol-5-yl)oxy)phenyl)amino)pyrido[3,2-d]pyrimidin-6-yl)-1,4-diazepan-1-yl)prop-2-en-1-one